2,6-dimethyl-1,4-dibromobenzene CC1=C(C(=CC(=C1)Br)C)Br